C1CC12NC[C@@H](OC2)C2=NC=1C(=NC=CC1C1CCN(CC1)C(=O)C1=CC=C(C=C1)OC(F)(F)F)N2 |r| (rac)-[4-[2-(7-oxa-4-azaspiro[2.5]octan-6-yl)-3H-imidazo[4,5-b]pyridin-7-yl]-1-piperidyl]-[4-(trifluoromethoxy)phenyl]methanone